4-cyclopentyl-2-[(1S,4S,SR)-5-{[1-cyclopropyl-4-(2,6-dichlorophenyl)-1H-1,2,3-triazol-5-yl]methoxy}-2-azabicyclo[2.2.1]heptan-2-yl]-1,3-benzothiazole-6-carboxylic acid C1(CCCC1)C1=CC(=CC2=C1N=C(S2)N2[C@@H]1C[C@@H]([C@H](C2)C1)OCC1=C(N=NN1C1CC1)C1=C(C=CC=C1Cl)Cl)C(=O)O |&1:17|